4-bromo-1-cyclobutylpyrazole BrC=1C=NN(C1)C1CCC1